C(CCCCCCC)C(CCCCCCCC)OC(CCCCCCC[C@@H]1N(CC[C@H](C1)O)CCCCCC(OCCCCCCCCCCC)=O)=O [8-(1-octylnonoxy)-8-oxo-octyl](2S,4R)-4-hydroxy-1-(6-oxo-6-undecoxy-hexyl)piperidine